Methyl O-methyl-N-(2-((S)-5-oxo-1-(2,3,5-trifluorobenzyl)pyrrolidin-2-yl)acetyl)-L-threonyl-L-leucinate CO[C@@H]([C@H](NC(C[C@H]1N(C(CC1)=O)CC1=C(C(=CC(=C1)F)F)F)=O)C(=O)N[C@@H](CC(C)C)C(=O)OC)C